Cl.N1N=CC2=CC(=CC=C12)C(=O)N indazole-5-carboxamide hydrochloride